(S)-2-(3-isopropyl-2-(2-methylpyridin-4-yl)-1H-indol-5-yl)-2-methyl-N-(pyrrolidin-3-ylmethyl)propionamide C(C)(C)C1=C(NC2=CC=C(C=C12)C(C(=O)NC[C@@H]1CNCC1)(C)C)C1=CC(=NC=C1)C